FC(C(C(F)(F)F)(C(F)(F)F)F)(OC)F 1,1,2,3,3,3-hexafluoro-1-methoxy-2-(trifluoromethyl)propan